BrC1=CC(=C(C=C1)S(=O)(=O)N1CCC(CC1)(C(=O)N[C@H](C)\C=C/S(=O)(=O)C)F)C1=NC=CC=C1Cl (R,Z)-1-((4-bromo-2-(3-chloropyridin-2-yl)phenyl)sulfonyl)-4-fluoro-N-(4-(methylsulfonyl)but-3-en-2-yl)piperidine-4-carboxamide